BrC=1C=CC2=C(N=C(S2)NC(=O)C2(CCCC2)C)C1 N-(5-bromo-1,3-benzothiazol-2-yl)-1-methylcyclopentane-1-carboxamide